N-((1r,3r)-3-(6-((3-(4-(2-((2-(2,6-dioxopiperidin-3-yl)-1,3-dioxoisoindolin-5-yl)oxy)acetyl)piperazin-1-yl)propyl)amino)-9H-purin-9-yl)cyclobutyl)-6-methylpicolinamide O=C1NC(CC[C@H]1N1C(C2=CC=C(C=C2C1=O)OCC(=O)N1CCN(CC1)CCCNC1=C2N=CN(C2=NC=N1)C1CC(C1)NC(C1=NC(=CC=C1)C)=O)=O)=O